CN(CCC(C(C(=O)N)(C)O)CC1=C(C(C(=C(C1=O)C)C)=O)C)C 2-(dimethylamino)ethyl-2-hydroxy-2-methyl-4-(2,4,5-trimethyl-3,6-dioxocyclohexa-1,4-dienyl)butanamide